2-[(3-Bromo-2-bicyclo[4.2.0]octa-1,3,5-trienyl)oxymethoxy]ethyl-trimethyl-silane BrC=1C(=C2CCC2=CC1)OCOCC[Si](C)(C)C